(5S,8R)-8-[(1S)-2,2-difluoro-1-hydroxy-7-(2-methylphenyl)-2,3-dihydro-1H-inden-4-yl]-3,5-difluoro-5,6,7,8-tetrahydronaphthalene-1-carbonitrile FC1([C@H](C2=C(C=CC(=C2C1)[C@H]1CC[C@@H](C=2C=C(C=C(C12)C#N)F)F)C1=C(C=CC=C1)C)O)F